COC(=O)C1=CNC(=C1C1=C(C(=CC=C1F)F)C)C#N.COC(C)C1=C(N)C=CC=C1 2-(1-methoxyethyl)aniline methyl-5-cyano-4-(3,6-difluoro-2-methylphenyl)-1H-pyrrole-3-carboxylate